(S)-2-((3-isothiocyanato-5-(trifluoromethyl)phenoxy)methyl)-1-methylpyrrolidine N(=C=S)C=1C=C(OC[C@H]2N(CCC2)C)C=C(C1)C(F)(F)F